C(C)O[Si](CCCSSSSCCC[Si](OCC)(OCC)OCC)(OCC)OCC bis(3-(triethoxysilyl)-propyl) tetrasulfide